hydroxybutyryl-lysine OCCCC(=O)N[C@@H](CCCCN)C(=O)O